5-Methyl-1-(naphthalin-1-yl)-N-(chinolin-2-yl)-1H-1,2,3-triazol-4-carboxamid CC1=C(N=NN1C1=CC=CC2=CC=CC=C12)C(=O)NC1=NC2=CC=CC=C2C=C1